BrC1=CC2=C(CCO2)C=C1 6-bromo-2,3-dihydrobenzofuran